C(C)(C)(C)N1N=CC(=C1C(=O)NCCC1=CC=C(C=C1)C1=NOC(=N1)SC)OC1=CC(=CC=C1)C 1-(tert-butyl)-N-(4-(5-(methylthio)-1,2,4-oxadiazol-3-yl)phenethyl)-4-(3-methylphenoxy)-1H-pyrazole-5-carboxamide